OC(CCC(=O)O)(C)C 4-hydroxy-4-methylpentanoic acid